bis(N,N-dimethylamino)biphenyl chromium [Cr].CN(C)C1=CC=C(C=C1)C1=CC=C(C=C1)N(C)C